ClC(C(C(F)(F)F)(F)F)F 1-chloro-1,2,2,3,3,3-hexafluoropropane